2-(2,5-dimethoxy-4-pentylphenyl)-N-[(2-methoxyphenyl)methyl]ethanamine COC1=C(C=C(C(=C1)CCCCC)OC)CCNCC1=C(C=CC=C1)OC